5-fluoro-7-hydroxy-3,4-dihydronaphthalen-1(2H)-one FC1=C2CCCC(C2=CC(=C1)O)=O